α-fluoro-methyl-histidine F[C@](NC)(CC1=CNC=N1)C(=O)O